lithium 2,4,6-trichlorophenoxide ClC1=C([O-])C(=CC(=C1)Cl)Cl.[Li+]